1,3,5,7-tetrazacyclooctane N1CNCNCNC1